2-(benzylamino)acetic acid C(C1=CC=CC=C1)NCC(=O)O